N1C=NC=C1.NC(C(=O)O)CCC aminopentanoic acid imidazole salt